(5S)-5-AMINO-5-(3-FORMYL-2-HYDROXY-5-METHYLPHENYL)PENTANOIC ACID N[C@@H](CCCC(=O)O)C1=C(C(=CC(=C1)C)C=O)O